FC(C1=CC(=C(C=C1)NC(OC(C)(C)C)=O)F)F tert-butyl (4-(difluoromethyl)-2-fluorophenyl)carbamate